C(CCC)(C1=CC(=C(C=C1C)O)C(C)(C)C)C1=CC(=C(C=C1C)O)C(C)(C)C 4,4'-n-butylidenebis(2-t-butyl-5-methylphenol)